CC=1N(C(=CC1)C)C=1SC=C(N1)C(=O)OCC ethyl 2-(2,5-dimethylpyrrol-1-yl)-1,3-thiazole-4-carboxylate